2-(2,6-diisopropylphenyl)-6-methylpyridine C(C)(C)C1=C(C(=CC=C1)C(C)C)C1=NC(=CC=C1)C